1-(3-bromophenyl)-N,N-dimethylpyrrolidin-3-amine BrC=1C=C(C=CC1)N1CC(CC1)N(C)C